BrC=1C=C(C(=NC1)N)C=1OC(=CN1)C1=CC(=CC=C1)Cl 5-bromo-3-(5-(3-chlorophenyl)oxazol-2-yl)pyridin-2-amine